allyl selenoether C(C=C)[Se]CC=C